6-[8-(1,3-benzothiazol-2-ylcarbamoyl)-3,4-dihydroisoquinolin-2(1H)-yl]-3-[1-(naphthalen-2-ylmethyl)-1H-pyrazol-4-yl]Pyridine-2-carboxylic acid S1C(=NC2=C1C=CC=C2)NC(=O)C=2C=CC=C1CCN(CC21)C2=CC=C(C(=N2)C(=O)O)C=2C=NN(C2)CC2=CC1=CC=CC=C1C=C2